(3R)-3-{2-[(dimethylamino)methyl]-1H-indol-3-yl}-5-hydroxy-6-methyl-2,3-dihydro-1H-isoindol-1-one CN(C)CC=1NC2=CC=CC=C2C1[C@@H]1NC(C2=CC(=C(C=C12)O)C)=O